BrC(C(C(C1=CC=C(C=C1)Cl)C1=C(C=CC(=C1)C)SC1=C(C=C(C=C1)C)C(C(C(=C)Br)(F)F)C1=CC=C(C=C1)Cl)(F)F)=C 3-bromo-1-(4-chlorophenyl)-2,2-difluoro-but-3-en-1-yl-4-methylphenyl sulfide